7-[[5-(4-hydroxy-1-piperidyl)-2-pyridyl]amino]-4-(6-methylpyrazolo-[1,5-a]pyridin-3-yl)isoindolin-1-one OC1CCN(CC1)C=1C=CC(=NC1)NC=1C=CC(=C2CNC(C12)=O)C=1C=NN2C1C=CC(=C2)C